NN(C(OC(C)(C)C)=O)C1=CSC=C1 tert-butyl N-amino-N-(3-thienyl)carbamate